O[C@@H]1[C@H](CO[C@@H]([C@@H]1O)COC)N(C(C)=O)C N-((3S,4R,5R,6R)-4,5-dihydroxy-6-(methoxymethyl)tetrahydro-2H-pyran-3-yl)-N-methylacetamide